1-(3,4-dichlorophenyl)-3-(3-methyl-3-(4-(trifluoromethyl)phenoxy)butyl)guanidine ClC=1C=C(C=CC1Cl)NC(=N)NCCC(C)(OC1=CC=C(C=C1)C(F)(F)F)C